C1(CC1)N1C=C(C2=CC=CC=C12)C1=NC(=NC=C1)NC1=C(C=C(C(=C1)[N+](=O)[O-])F)OC 4-(1-cyclopropyl-1H-indol-3-yl)-N-(4-fluoro-2-methoxy-5-nitrophenyl)pyrimidin-2-amine